6-(4-(tert-butoxycarbonyl)piperazin-1-yl)pyridin C(C)(C)(C)OC(=O)N1CCN(CC1)C1=CC=CC=N1